N[C@H](C(=O)N1CCCCC1)CC1=CC(=C(C=C1)F)F 1-[(2S)-2-amino-3-(3,4-difluorophenyl)propionyl]Piperidine